(E)-1-([1,1'-biphenyl]-2-yl)-3-(quinoxalin-6-yl)prop-2-en-1-one benzyl-(1,1,1-trifluoro-3-(methylamino)-3-oxopropan-2-yl)carbamate C(C1=CC=CC=C1)N(C(O)=O)C(C(F)(F)F)C(=O)NC.C1(=C(C=CC=C1)C(\C=C\C=1C=C2N=CC=NC2=CC1)=O)C1=CC=CC=C1